5-Chloro-4-(8-fluoro-2-(((2R,7aS)-2-fluorotetrahydro-1H-pyrrolizin-7a(5H)-yl)methoxy)-4-(1-oxa-6-azaspiro[3.5]nonan-6-yl)pyrido[4,3-d]pyrimidin-7-yl)naphthalen-2-ol ClC1=C2C(=CC(=CC2=CC=C1)O)C1=C(C=2N=C(N=C(C2C=N1)N1CC2(CCO2)CCC1)OC[C@]12CCCN2C[C@@H](C1)F)F